5-[(1R,4R)-2,5-diazabicyclo[2.2.1]hept-2-yl]-2-(4-fluorophenyl)-3-(4-pyridyl)imidazo[4,5-b]pyridine [C@H]12N(C[C@H](NC1)C2)C2=CC=C1C(=N2)N(C(=N1)C1=CC=C(C=C1)F)C1=CC=NC=C1